N(=[N+]=[N-])[C@H]1[C@@H](O[C@@H]([C@H]1O)CO)N1C(=O)NC(=O)C=C1 2'-Azido-deoxyuridine